N-((1R,4R)-4-(2-oxa-8-azaspiro[4.5]decan-8-yl)cyclohexyl)-2-(3-((2-methoxy-4-(methyl-sulfonyl)phenyl)amino)prop-1-yn-1-yl)-1-(2,2,2-trifluoroethyl)-1H-benzo[d]imidazol-4-amine C1OCCC12CCN(CC2)C2CCC(CC2)NC2=CC=CC=1N(C(=NC12)C#CCNC1=C(C=C(C=C1)S(=O)(=O)C)OC)CC(F)(F)F